C(C=CCCO)O 2-pentene-1,5-diol